4-PENT-1-YNYLPHENYLBORONIC ACID C(#CCCC)C1=CC=C(C=C1)B(O)O